((4-((4-cyanophenyl)amino)-6,7-dihydrothieno[3,2-d]pyrimidin-2-yl)thio)acetic acid C(#N)C1=CC=C(C=C1)NC=1C2=C(N=C(N1)SCC(=O)O)CCS2